(1R,2S,3R,5R)-3-[4-amino-5-(1-methylpyrazol-4-yl)pyrrolo[2,3-d]pyrimidin-7-yl]-5-[({3-[(2-phenylethyl)amino]propyl}amino)methyl]cyclopentane-1,2-diol NC=1C2=C(N=CN1)N(C=C2C=2C=NN(C2)C)[C@H]2[C@@H]([C@@H]([C@H](C2)CNCCCNCCC2=CC=CC=C2)O)O